FC1OS(OC1)(=O)=O 4-fluoro-1,3,2-dioxathiolane 2,2-dioxide